C1(=CC=CC=C1)N(C1=CC=C(C=C1)C1=CC(=CC(=C1)C1=CC=C(C=C1)N(C1=CC=CC=C1)C1=CC=CC=C1)C1=CC=C(C=C1)N(C1=CC=CC=C1)C1=CC=CC=C1)C1=CC=CC=C1 1,3,5-Tris[4-(diphenylamino)phenyl]benzene